C(=O)O.N[C@H]1COCC[C@@H]1C1=C(C2=NC(=CC(=C2S1)NCC=1SC=CC1)Cl)C=C 2-((3R,4S)-3-aminotetrahydro-2H-pyran-4-yl)-5-chloro-N-(thiophen-2-ylmethyl)-3-vinylthieno[3,2-b]pyridin-7-amine formate